NCCC1=CC=C(C=C1)C1=C(C=C(C#N)C=C1)OC1=NC(=NC(=C1)OCC1CCCCC1)C 4-[4-(2-aminoethyl)phenyl]-3-[6-(cyclohexylmethoxy)-2-methylpyrimidin-4-yl]oxybenzonitrile